COC=1C=C2C(=NC=NC2=CC1OC)C1=CC=C(C=C1)CP(OCC)(OCC)=O diethyl ((4-(6,7-dimethoxyquinazolin-4-yl)phenyl)methyl)phosphonate